(S)-N-(1-Cyclopropyl-2-(3-cyclopropyl-3-hydroxyazetidin-1-yl)ethyl)-3,4-difluoro-N-methylbenzamide C1(CC1)[C@@H](CN1CC(C1)(O)C1CC1)N(C(C1=CC(=C(C=C1)F)F)=O)C